acryloxynonadecyltriiodosilane C(C=C)(=O)OCCCCCCCCCCCCCCCCCCC[Si](I)(I)I